13-hydroxytetradecane-5,8-dienoic acid methyl ester COC(CCCC=CCC=CCCCC(C)O)=O